(R)-6-(3-amino-5-fluoro-6-(3-((3-methoxypyrrolidin-1-yl)methyl)-4-morpholinophenyl)pyrazin-2-yl)-8-fluoro-3,4-dihydroisoquinolin-1(2H)-one NC=1C(=NC(=C(N1)F)C1=CC(=C(C=C1)N1CCOCC1)CN1C[C@@H](CC1)OC)C=1C=C2CCNC(C2=C(C1)F)=O